O=C1N(C(C2=CC=CC=C12)=O)CC12CN(C(C1)C2)C(=O)OC(C)(C)C Tert-butyl 4-[(1,3-dioxoisoindolin-2-yl) methyl]-2-azabicyclo[2.1.1]hexane-2-carboxylate